1-(4-(4-((3-chloro-4-(thieno[3,2-c]pyridin-6-ylmethoxy)phenyl)amino)-7H-pyrrolo[2,3-d]pyrimidin-5-yl)piperidin-1-yl)prop-2-en-1-one ClC=1C=C(C=CC1OCC1=CC2=C(C=N1)C=CS2)NC=2C1=C(N=CN2)NC=C1C1CCN(CC1)C(C=C)=O